ClC=1C=C(CSCC(=O)O)C=C(C1CC1=CC(=C(C=C1)O)C(C)C)C 2-((3-chloro-4-(4-hydroxy-3-isopropylbenzyl)-5-methylbenzyl)thio)acetic acid